C1=C(C=C(OC1=O)CC(=O)CCCCCCCCCCCCCCO)O The molecule is an acyl tetraketide pyran-2-one that is 4-hydroxy-2H-pyran-2-one in which the hydrogen at position 6 is replaced by a 16-hydroxy-2-oxohexadecyl group. It is a 6-(acylmethyl)-4-hydroxy-2H-pyran-2-one and a primary alcohol.